bis[4-(2-hydroxyethoxy)phenyl]cyclohexane OCCOC1=CC=C(C=C1)C1(CCCCC1)C1=CC=C(C=C1)OCCO